CC=1C2C(C(OC1)=O)C(CC2)C 4,7-dimethyl-5,6,7,7a-tetrahydrocyclopenta[c]pyran-1(4aH)-one